2-(2-fluoro-5-((R or S)-1-(((R)-((R)-7-fluoro-1,2,3,4-tetrahydropyrido[2,3-b]pyrazin-3-yl)(phenyl)methyl)amino)propan-2-yl)phenyl)acetic acid FC1=C(C=C(C=C1)[C@H](CN[C@H](C1=CC=CC=C1)[C@H]1CNC2=C(N1)N=CC(=C2)F)C)CC(=O)O |o1:7|